ethyl 2-((5,6-difluoro-2,3-dihydro-1H-inden-2-yl)amino)pyrimidine-5-carboxylate FC=1C=C2CC(CC2=CC1F)NC1=NC=C(C=N1)C(=O)OCC